ethyl-3-(4-amino-6-bromo-3-pyridyl)prop-2-enoate C(C)OC(C=CC=1C=NC(=CC1N)Br)=O